1-(2,3-dichloro-4-methoxyphenyl)-2,5-dimethyl-6-oxo-1,6-dihydropyrimidin-4-yl 4-methylbenzene-1-sulfonate CC1=CC=C(C=C1)S(=O)(=O)OC=1N=C(N(C(C1C)=O)C1=C(C(=C(C=C1)OC)Cl)Cl)C